1,3-Dimethylnaphthalen CC1=CC(=CC2=CC=CC=C12)C